(S)-3-(1-amino-1,3-dihydrospiro[inden-2,4'-piperidin]-1'-yl)-6-((6-amino-3-chloropyridin-2-yl)thio)pyrazine-2-carboxamide N[C@@H]1C2=CC=CC=C2CC12CCN(CC2)C=2C(=NC(=CN2)SC2=NC(=CC=C2Cl)N)C(=O)N